1,4-bis(4-chlorophenyl)butane-1,4-dione ClC1=CC=C(C=C1)C(CCC(=O)C1=CC=C(C=C1)Cl)=O